NC1=CC(=NN1CC1=CC=C(C=C1)OC)C1C[C@H]2C([C@H]2C1)C(=O)OCC ethyl (1R,3r,5S,6r)-3-(5-amino-1-(4-methoxybenzyl)-1H-pyrazol-3-yl)bicyclo[3.1.0]hexane-6-carboxylate